(2R,6S)-N-{2-benzyl-2-azaspiro[3.3]heptan-6-yl}-4-(6-fluoroquinoxalin-2-yl)-2,6-dimethylpiperazine-1-carboxamide C(C1=CC=CC=C1)N1CC2(C1)CC(C2)NC(=O)N2[C@@H](CN(C[C@@H]2C)C2=NC1=CC=C(C=C1N=C2)F)C